7,7,8,8,8-pentafluorooctyl 8-((6-((4,4-bis((3,7-dimethyloct-6-en-1-yl)oxy)butanoyl)oxy)hexyl)(2-hydroxyethyl)amino)octanoate CC(CCOC(CCC(=O)OCCCCCCN(CCCCCCCC(=O)OCCCCCCC(C(F)(F)F)(F)F)CCO)OCCC(CCC=C(C)C)C)CCC=C(C)C